ClC1=CC=C(C(=N1)C(=O)NC1=C2C(N(CC2=CC=C1)C(CO)C(C)C)=O)C(F)(F)F 6-chloro-N-(2-(1-hydroxy-3-methylbutan-2-yl)-3-oxoisoindolin-4-yl)-3-(trifluoromethyl)picolinamide